3-(2-(toluenesulfonyloxy)ethoxy)propionic acid tert-butyl ester C(C)(C)(C)OC(CCOCCOS(=O)(=O)CC1=CC=CC=C1)=O